CNC1=CC=C2CN(C(C2=C1)=O)[C@@H]1C[C@@H](CCC1)NC(OC(C)(C)C)=O tert-Butyl ((1R,3S)-3-(6-(methylamino)-1-oxoisoindolin-2-yl)cyclohexyl)carbamate